2-(2-chloro-4-methoxyphenyl)-3-fluoro-2H-indazol-5-ylacetate ClC1=C(C=CC(=C1)OC)N1N=C2C=CC(=CC2=C1F)CC(=O)[O-]